(4-amino-1-(3-(2-chloro-3-fluoro-phenyl)-1H-pyrazolo[3,4-b]-pyrazin-6-yl)-piperidin-4-yl)-methanol NC1(CCN(CC1)C1=CN=C2C(=N1)NN=C2C2=C(C(=CC=C2)F)Cl)CO